O[C@H](CC(=O)OCC)C ethyl (S)-3-hydroxybutanoate